4-hydroxy-phenylglycine OC1=CC=C(C(N)C(=O)O)C=C1